2-[acetyl-(benzyl)amino]-7-chloro-6-hydroxy-1-benzothiophene-3-carboxylic acid methyl ester COC(=O)C1=C(SC2=C1C=CC(=C2Cl)O)N(CC2=CC=CC=C2)C(C)=O